COC(=O)C=1C(N(C2=CC(=CC=C2C1N)C(F)(F)F)C1=CC(NC=C1)=O)=O 4-Amino-2-oxo-1-(2-oxo-1,2-dihydropyridin-4-yl)-7-(trifluoromethyl)-1,2-dihydroquinoline-3-carboxylic acid methyl ester